C1(CC1)S(=O)(=O)NC=1SC=C(N1)CC(=O)NC1=CC=C(C=C1)C=1C=NC=C(C1)C 2-(2-(cyclopropanesulfonylamino)thiazol-4-yl)-N-(4-(5-methylpyridin-3-yl)phenyl)acetamide